C(C)(C)=C1C(NC(C(N1)=O)=C(C)C)=O 3,6-Diisopropylyl-2,5-Diketopiperazine